(R)-2-(6-(2-(3-chloro-5-(trifluoromethoxy)benzyl)-2H-tetrazol-5-yl)pyridin-2-yl)-2-hydroxypropane-1-sulfonamide ClC=1C=C(CN2N=C(N=N2)C2=CC=CC(=N2)[C@@](CS(=O)(=O)N)(C)O)C=C(C1)OC(F)(F)F